CC1=C(C=2N(C=C1C1=C(C=3C(=CN=C(C3F)C3CCC(CC3)N(C)C(C)C)N1)C(C)C)N=CN2)C 4-(2-(7,8-dimethyl-[1,2,4]triazolo[1,5-a]pyridin-6-yl)-4-fluoro-3-isopropyl-1H-pyrrolo[2,3-c]pyridin-5-yl)-N-isopropyl-N-methylcyclohexan-1-amine